(3-bromo-4-methoxyphenylethyl)piperidine BrC=1C=C(C=CC1OC)CCN1CCCCC1